benzo[b]thiophen-2(3H)-one S1C2=C(CC1=O)C=CC=C2